O.C(\C=C\C(=O)O)(=O)O.ClC1=CC=C(C=C1)[C@H](C(=O)N1CCN([C@H]2C[C@@H]12)C=1C2=C(N=CN1)NC(C[C@H]2C)=O)CNC(C)C (R)-4-((1S,6R)-5-((S)-2-(4-chlorophenyl)-3-(isopropylamino)propionyl)-2,5-diazabicyclo[4.1.0]heptan-2-yl)-5-methyl-5,8-dihydropyrido[2,3-d]pyrimidin-7(6H)-one monofumarate salt hydrate